3-cyclopropyl-4-({3-fluoro-5-[(1-methylcyclopropyl)carbamoyl]phenyl}amino)-N-[(2Z)-imidazolidin-2-ylidene]benzamide C1(CC1)C=1C=C(C(=O)N=C2NCCN2)C=CC1NC1=CC(=CC(=C1)C(NC1(CC1)C)=O)F